FC1=C(C=CC(=C1)I)NC1=C(C2=C(S1)C(CC(C2)(C)C)=O)C(=O)N 2-(2-fluoro-4-iodophenylamino)-5,5-dimethyl-7-oxo-4,5,6,7-tetrahydrobenzo[b]thiophene-3-carboxamide